1,1-bis(4-methoxyphenyl)silacyclobutane COC1=CC=C(C=C1)[Si]1(CCC1)C1=CC=C(C=C1)OC